1,1-diacetoxy-1-silacyclohexane C(C)(=O)O[Si]1(CCCCC1)OC(C)=O